3-(5-(4-((3-methoxyazetidin-1-yl)methyl)-1-methyl-1H-pyrrolo[2,3-b]pyridin-6-yl)-1-oxoisoindolin-2-yl)piperidine-2,6-dione COC1CN(C1)CC1=C2C(=NC(=C1)C=1C=C3CN(C(C3=CC1)=O)C1C(NC(CC1)=O)=O)N(C=C2)C